F[P-](F)(F)(F)(F)F.[Ir+3].C(C)(C)(C)C1=CC(=NC=C1)C1=NC=CC(=C1)C(C)(C)C.F[P-](F)(F)(F)(F)F.F[P-](F)(F)(F)(F)F (4,4'-di-tert-butyl-2,2'-bipyridine) iridium (III) (hexafluorophosphate)